COC1=C(C=CC=N1)CNC[C@H]1NC(CC1)=O 6-methoxy-5-(((((S)-5-oxopyrrolidin-2-yl)methyl)amino)methyl)pyridin